tert-butyl 4-[2-[2-[2-[2-[2-[2-[2-[2-[2-(3-chloro-5-nitro-phenoxy)ethoxy]ethoxy]ethoxy] ethoxy]ethoxy]ethoxy]ethoxy]ethoxy]ethoxy]benzoate ClC=1C=C(OCCOCCOCCOCCOCCOCCOCCOCCOCCOC2=CC=C(C(=O)OC(C)(C)C)C=C2)C=C(C1)[N+](=O)[O-]